C(C1=CC=CC=C1)OC(=O)N1CCN(CC1)C1=NC=C(C=N1)C(C)(O)C1=NC=C(C=C1)F 4-(5-(1-(5-fluoropyridin-2-yl)-1-hydroxyethyl)pyrimidin-2-yl)piperazine-1-carboxylic acid benzyl ester